C(C)OC(=O)C=1N=CSC1N1C[C@@H](CC1)OCC1=CC=CC=C1 5-[(3R)-3-(benzyloxy)pyrrolidin-1-yl]-1,3-thiazole-4-carboxylic acid ethyl ester